6-chloro-3-[2-(methoxymethoxy)phenyl]cinnoline-7-carbonitrile ClC=1C=C2C=C(N=NC2=CC1C#N)C1=C(C=CC=C1)OCOC